C(C)(C)(C)OC(=O)NC(C(=O)O)CCN(CCCCC1=NC=2NCCCC2C=C1)CC(COC)(C)F 2-(tert-butoxycarbonylamino)-4-[(2-fluoro-3-methoxy-2-methyl-propyl)-[4-(5,6,7,8-tetrahydro-1,8-naphthyridin-2-yl)butyl]amino]butanoic acid